C(C)(C)(C)N1N=C(C=C1C1=CC=C(C=C1)F)CC(=O)OC methyl 2-[1-tert-butyl-5-(4-fluorophenyl) pyrazol-3-yl]Acetate